C1=NNC=2C1=C1C=3CCCCC3C(=NC1=CC2)C2=CC=C(C(=O)NC=1SC=CN1)C=C2 4-(8,9,10,11-Tetrahydro-3H-pyrazolo[4,3-a]phenanthridin-7-yl)-N-(thiazol-2-yl)benzamide